N-(2-(4'-((3-methyloxetan-3-yl)methoxy)-[1,1'-biphenyl]-4-yl)propan-2-yl)-1,4-diazabicyclo[3.2.2]nonane-4-carboxamide CC1(COC1)COC1=CC=C(C=C1)C1=CC=C(C=C1)C(C)(C)NC(=O)N1CCN2CCC1CC2